Cl.NC[C@@]1(C(NC(N1)=O)=O)C |r| rac-5-(aminomethyl)-5-methylimidazolidine-2,4-dione hydrochloride